α-Cyclohexyl-alanine C1(CCCCC1)[C@](N)(C)C(=O)O